N-(4-((10H-benzo[b]pyrido[2,3-e][1,4]oxazin-4-yl)oxy)-3-fluorophenyl)-5-(4-fluorophenyl)-1-isopropyl-4-oxo-1,4-dihydropyridine-3-carboxamide N1=CC=C(C2=C1NC1=C(O2)C=CC=C1)OC1=C(C=C(C=C1)NC(=O)C1=CN(C=C(C1=O)C1=CC=C(C=C1)F)C(C)C)F